(4-bromo-3,5-difluoro-phenyl)methanol BrC1=C(C=C(C=C1F)CO)F